6-methoxy-7-methyl-2-[(2R,4S)-2-(1-methyl-6-oxo-3-pyridyl)tetrahydropyran-4-yl]-3H-pteridin-4-one COC=1N=C2C(NC(=NC2=NC1C)[C@@H]1C[C@@H](OCC1)C1=CN(C(C=C1)=O)C)=O